N-(3-{2-[(tert-butyldimethylsilyl)oxy]ethyl}-3-azabicyclo[3.2.2]nonan-1-yl)-4-methylbenzenesulfonamide [Si](C)(C)(C(C)(C)C)OCCN1CC2(CCC(C1)CC2)NS(=O)(=O)C2=CC=C(C=C2)C